Cl.N1C(CC1)C(C)(C)O 2-(azetidin-2-yl)propan-2-ol hydrochloride